2-[4-[4-(2-hydroxyethoxy)-3,5-di(naphthalene-1-yl)phenyl]sulfonyl-2,6-di(naphthalene-1-yl)-phenoxy]ethanol OCCOC1=C(C=C(C=C1C1=CC=CC2=CC=CC=C12)S(=O)(=O)C1=CC(=C(OCCO)C(=C1)C1=CC=CC2=CC=CC=C12)C1=CC=CC2=CC=CC=C12)C1=CC=CC2=CC=CC=C12